C(C)(C)(C)N(C(O)=O)[C@@H]1C[C@H](C1)NC1=C2C(=NC=C1N)N(C=C2)S(=O)(=O)C2=CC=C(C)C=C2.FC=2C=C(OC1=CC=C(C=N1)C=1C=C3C=NC=NC3=C(C1)C1CNCC1)C=CC2 3-(6-(6-(3-fluorophenoxy)pyridin-3-yl)quinazolin-8-yl)pyrrolidin Tert-butyl-(trans-3-((5-amino-1-tosyl-1H-pyrrolo[2,3-b]pyridin-4-yl)amino)cyclobutyl)carbamate